C1(=CC=CC=C1)C1CCC(CC1)CO[C@@H]1CNCC[C@@H]1NS(=O)(=O)C N-(cis-3-(((1s,4S)-4-phenylcyclohexyl)methoxy)piperidin-4-yl)methanesulfonamide